1-(1,1-dimethylethyl)-3-methylbenzene CC(C)(C)C1=CC(=CC=C1)C